tri-para-coumaroyl-spermidine C(\C=C\C1=CC=C(C=C1)O)(=O)C(N(C(\C=C\C1=CC=C(C=C1)O)=O)C(\C=C\C1=CC=C(C=C1)O)=O)CCCNCCCN